COCC1(C2=C(N=C(O1)C1=CC=CC=C1)C=CC=C2)C2=CC=CC=C2 4-(methoxymethyl)-2,4-diphenyl-4H-benzo[d][1,3]oxazine